C(CCCC#C)NC(OC(C)(C)C)=O tert-Butyl N-hex-5-ynylcarbamate